di-tert-butyl 4-((((9H-fluoren-9-yl)methoxy)carbonyl)amino)-4-(3-(tert-butoxy)-3-oxopropyl)heptanedioate C1=CC=CC=2C3=CC=CC=C3C(C12)COC(=O)NC(CCC(=O)OC(C)(C)C)(CCC(=O)OC(C)(C)C)CCC(=O)OC(C)(C)C